4-(2-((3S,8aR)-7-(3-chloro-2-fluoro-6-(1H-tetrazol-1-yl)phenyl)-5-oxo-1,2,3,5,8,8a-hexahydroindolizin-3-yl)-1H-imidazol-5-yl)-3-fluoropicolinic acid ClC=1C(=C(C(=CC1)N1N=NN=C1)C1=CC(N2[C@@H](CC[C@@H]2C1)C=1NC(=CN1)C1=C(C(=NC=C1)C(=O)O)F)=O)F